C(C)(C)(C)S(=O)(=O)C=1C(=CC=2N(C1)C(=CN2)C=2C=C(C(=C(C2)NNC(=O)OC(C)(C)C)OC)F)OC tert-butyl 2-(5-(6-(tert-butylsulfonyl)-7-methoxyimidazo[1,2-a]pyridin-3-yl)-3-fluoro-2-methoxyphenyl)hydrazine-1-carboxylate